ClC1=C(C=CC=C1C1=NN2C(C(N(C(=C2)C)C[C@@H]2CNCC2)=O)=C1)C1=C(C(=CC=C1)C1=NN2C(C(N(C(=C2)C)C[C@@H]2CNCC2)=O)=C1)Cl 2,2'-(2,2'-dichloro-[1,1'-biphenyl]-3,3'-diyl)bis(6-methyl-5-(((S)-pyrrolidin-3-yl)methyl)pyrazolo[1,5-a]pyrazin-4(5H)-one)